tin(II) acetate iodide [I-].C(C)(=O)[O-].[Sn+2]